COCOC=1C=CC(=NC1C)C=1C=NN(C1CNC1=NC=CC(=N1)C1=CC=CC=C1)C N-((4-(5-(methoxymethoxy)-6-methylpyridin-2-yl)-1-methyl-1H-pyrazol-5-yl)methyl)-4-phenylpyrimidin-2-amine